O[C@@H]1C[C@H](N(C1)CCC(C(=O)N(C)C)(C1=CC=CC=C1)C1=CC=CC=C1)CN1CCN(CC1)C1=NC(=CC=C1)C(F)(F)F 4-((2S,4R)-4-hydroxy-2-((4-(6-(trifluoromethyl)pyridin-2-yl)piperazin-1-yl)methyl)pyrrolidin-1-yl)-N,N-dimethyl-2,2-diphenylbutanamide